C1(CC1)C1=C(C(=NO1)C1=C(C=CC=C1Cl)Cl)CO[C@H]1[C@@H]2[C@H](N([C@H](C1)C2)C2=CC=C(C(=O)O)C=C2)CC 4-[(1S,3R,4S,5R)-5-[[5-cyclopropyl-3-(2,6-dichlorophenyl)-1,2-oxazol-4-yl]methoxy]-3-ethyl-2-azabicyclo[2.2.1]heptan-2-yl]benzoic acid